tert-butyl N-[2-[4-(2,6-dioxo-3-piperidyl)phenyl]ethyl]-N-methyl-carbamate O=C1NC(CCC1C1=CC=C(C=C1)CCN(C(OC(C)(C)C)=O)C)=O